[Br-].[Br-].CC1(C(=C(C(=C1CCC)C)C)C)[Zr+2]C1C(=CC2=CC=CC=C12)CCC (1,2,3,4-tetramethyl-5-n-propylcyclopentadienyl)(2-propylindenyl)zirconium dibromide